FC(N1N=CC(=C1)C(=C)N1NC2=CC=C(C=C2C1)C1(CC(=CC(=C1)F)S(=O)(=O)N)F)F 3-(2-(1-(1-(difluoromethyl)-1H-pyrazol-4-yl)vinyl)-1H-indazol-5-yl)-3,5-difluorobenzenesulfonamide